C(C1CO1)OCCC[SiH2]COCCOC γ-glycidoxypropyl-methoxyethoxymethylsilane